CN1C2=CC=CC=C2C2=C1C=CC=1N(C=3C=CC=CC3C21)P(=O)(C2=NC=CC=C2)C2=CC=C(C=C2)N2C=1C=CC=CC1C=1C3=C(C=CC21)N(C2=CC=CC=C23)C 5-methyl-8-((4-(5-methyl-5H,8H-indolo[2,3-c]carbazol-8-yl)-phenyl)(2-pyridyl)phosphoryl)-5H,8H-indolo[2,3-c]carbazole